samarium zinc [Zn].[Sm]